IC=1N=C(NC1I)CN(C(OC(C)(C)C)=O)CC tert-butyl ((4,5-diiodo-1H-imidazol-2-yl)methyl)(ethyl)carbamate